CC(C[C@@H](C(=O)O)N1N=C(C=C(C1=O)C)CCN1CC(C1)C(F)(F)F)C (S)-4-methyl-2-(5-methyl-3-(2-(3-(trifluoromethyl)azetidin-1-yl)ethyl)-6-oxopyridazin-1(6H)-yl)pentanoic acid